C(C)(C)OC1=NN(C=C1)C([2H])([2H])[2H] 3-isopropoxy-1-(methyl-d3)-1H-pyrazol